2-ISOBUTYL-3-METHYLPYRAZINE C(C(C)C)C1=NC=CN=C1C